NC=1C=NC=CC1C1=CC(=C(CNC(=O)C2=NOC(=N2)C(C)(C)C)C=C1)C N-(4-(3-aminopyridin-4-yl)-2-methylbenzyl)-5-(tert-butyl)1,2,4-oxadiazole-3-carboxamide